FC(C=1C=C(C=C(C1)C(F)(F)F)C1=NN(C=N1)\C=C/C(=O)NCC1CN(CC1)C)(F)F (Z)-3-(3-(3,5-bis(trifluoromethyl)phenyl)-1H-1,2,4-triazol-1-yl)-N-((1-methylpyrrolidin-3-yl)methyl)acrylamide